N1CC(C1)C12CC(C1)(C2)C=2OC(=NN2)CC(C)(C)C 2-[3-(azetidin-3-yl)-1-bicyclo[1.1.1]pentyl]-5-(2,2-dimethylpropyl)-1,3,4-oxadiazole